2-Methyl-4-phenyl-1H-indene CC=1CC2=CC=CC(=C2C1)C1=CC=CC=C1